sodium dansyl fluoride S(=O)(=O)(C1=CC=CC=2C(N(C)C)=CC=CC12)F.[Na]